isooctyl-octadecyl-amine phosphate P(=O)(O)(O)O.C(CCCCC(C)C)NCCCCCCCCCCCCCCCCCC